CC(CC(C#N)(C)N=NC(C#N)(CC(C)(C)C)C)(C)C dimethyl-2,2'-azobis(2,4-dimethylvaleronitrile)